ClC1=CC=C(CNC(=O)NC2=CC=C(C=C2)CN2[C@H](CNCC2=O)C)C=C1 (S)-1-(4-chlorobenzyl)-3-(4-((2-methyl-6-oxopiperazin-1-yl)methyl)phenyl)urea